3,4-dihydroxytetrahydrofuran-2-carbonitrile OC1C(OCC1O)C#N